C(C)(C)(C)C1N2C(C3=CC(=C(C=C3C1)C1=CN=C(S1)N1CCC(CC1)CO)OC)=CC(C(=C2)C(=O)OCC)=O Ethyl 6-tert-butyl-9-{2-[4-(hydroxymethyl)piperidin-1-yl]thiazol-5-yl}-10-methoxy-2-oxo-6,7-dihydro-2H-pyrido[2,1-a]isoquinoline-3-carboxylate